N-(3-Chloro-4-(piperazine-1-carbonyl)phenyl)-1-methyl-5-(1-(5-nitropyridin-2-yl)-3-(trifluoromethyl)-pyrazol-4-yl)-imidazole-2-carboxamide ClC=1C=C(C=CC1C(=O)N1CCNCC1)NC(=O)C=1N(C(=CN1)C=1C(=NN(C1)C1=NC=C(C=C1)[N+](=O)[O-])C(F)(F)F)C